2,4,6-trifluoro-N-(4-methoxybenzyl)-3-methyl-N-(thiazol-2-yl)benzenesulfonamide FC1=C(C(=CC(=C1C)F)F)S(=O)(=O)N(C=1SC=CN1)CC1=CC=C(C=C1)OC